N12CCC(C(CC1)CC2)OC(NC(C)(C)C2=CC(=CC=C2)OC2=CC(=CC=C2)C(=O)N2CCOCC2)=O 2-(3-(3-(morpholine-4-carbonyl)phenoxy)phenyl)propan-2-ylcarbamic acid 1-aza-bicyclo[3.2.2]non-4-yl ester